OC=1C=C(C=CC1O)C(CSC1=NN=NN1C1=CC=C(C=C1)C)=O (3,4-dihydroxyphenyl)-2-((1-(p-tolyl)-1H-tetrazol-5-yl)thio)ethan-1-one